N-[bis(methylthio)methylene]glycine methyl ester COC(CN=C(SC)SC)=O